ON=C1CC2(C1)CCC(CC2)N(C(OC(C)(C)C)=O)C tert-butyl N-(2-hydroxyiminospiro[3.5]nonan-7-yl)-N-methyl-carbamate